(S)-N-(5-(cyclopropylmethoxy)pyridin-2-yl)-2-((R)-4,4-difluoro-3-(5-oxo-4,5-dihydropyrazin-2-yl)piperidin-1-yl)propanamide C1(CC1)COC=1C=CC(=NC1)NC([C@H](C)N1C[C@@H](C(CC1)(F)F)C=1N=CC(NC1)=O)=O